5-((1R,5S)-1-(2,5-difluorophenyl)-2-azabicyclo[3.1.0]hexan-2-yl)pyrazolo[1,5-a]pyrimidine-3-carboxylic acid FC1=C(C=C(C=C1)F)[C@@]12N(CC[C@H]2C1)C1=NC=2N(C=C1)N=CC2C(=O)O